FC(C1=CC=C(C=N1)CN)(F)F [6-(trifluoromethyl)-3-pyridyl]methanamine